COC1=CC=C(CN(C(=O)OC=2C=CC=C(CNN(C)C)C2)CC2=CC=C(C=C2)N(C)C)C=C1 5-[(4-methoxybenzyl)(4-dimethylaminobenzyl)aminocarbonyloxy]dimethylaminobenzylamine